4-azidobenzenemethanol N(=[N+]=[N-])C1=CC=C(C=C1)CO